N-(3-chlorobenzyl)-2-(3-(4-chlorophenyl)-6-oxopyridazin-1(6H)-yl)acetamide ClC=1C=C(CNC(CN2N=C(C=CC2=O)C2=CC=C(C=C2)Cl)=O)C=CC1